C[C@](C(=O)OC1(C(CN(CC1)S(=O)(=O)CCC1=CC=CC=C1)CN(C)C)C1=CC(=CC=C1)OC([2H])([2H])[2H])(CC1=CC=CC=C1)NC([C@@H](CC1=CC=CC=C1)NC(=O)OC(C)(C)C)=O 3-((dimethylamino)methyl)-4-(3-(methoxy-d3)phenyl)-1-(phenethylsulfonyl)piperidin-4-ol methyl-(R)-2-((R)-2-((tert-butoxycarbonyl)amino)-3-phenylpropanamido)-3-phenylpropanoate